3-chloro-5-{2-[3-{[4-(1-methanesulfonylcyclopropyl)phenoxy]methyl}piperazin-1-yl]ethyl}benzonitrile ClC=1C=C(C#N)C=C(C1)CCN1CC(NCC1)COC1=CC=C(C=C1)C1(CC1)S(=O)(=O)C